C1=C(C=CC2=CC=CC=C12)C=1C2=CC=CC=C2C(=C2C=CC=CC12)C1=CC2=CC=CC=C2C=C1 9,10-bis(2-naphthalenyl)anthracene